(rac)-2'-[6-amino-5-(2-hydroxypropan-2-yl)pyridin-3-yl]-N-ethyl-5',6'-dihydrospiro[pyrrolidine-3,4'-pyrrolo[1,2-b]pyrazole]-1-carboxamide NC1=C(C=C(C=N1)C=1C=C2N(N1)CC[C@]21CN(CC1)C(=O)NCC)C(C)(C)O |r|